(S)-N-((1R,5S)-5-amino-3,3-difluorocyclohexyl)-1-(4-fluorophenyl)-3,4-dihydroisoquinoline-2(1H)-carboxamide N[C@@H]1CC(C[C@@H](C1)NC(=O)N1[C@H](C2=CC=CC=C2CC1)C1=CC=C(C=C1)F)(F)F